C[C@@H]1O[C@@H](CN(C1)C1=CC(=C(C=C1)NC=1N=C(C2=C(N1)NC=C2)OC=2C=CC=C1CCC(C21)=O)OC)C 7-((2-((4-((2S,6R)-2,6-dimethylmorpholino)-2-methoxyphenyl)amino)-7H-pyrrolo[2,3-d]pyrimidin-4-yl)oxy)-2,3-dihydro-1H-inden-1-one